2-[(3-bromo-4-fluoro-phenoxy)methyl]-5-fluoro-pyridine BrC=1C=C(OCC2=NC=C(C=C2)F)C=CC1F